O=C1N(C(CN1C1=CC=C(C=C1)C(F)(F)F)=O)CC1=CC(=C(OC(C(=O)OCC)CC)C(=C1)C)C Ethyl 2-(4-((2,5-dioxo-3-(4-(trifluoromethyl)phenyl)imidazolin-1-yl)methyl)-2,6-dimeth-ylphenoxy)butyrate